C1(=CC=CC=C1)NNC(=S)N Phenyl-Thiosemicarbazide